N,2,2-trimethoxy-N-methylacetamide CON(C(C(OC)OC)=O)C